3-{2-ethyl-4-[(7-oxo-5,6,7,8-tetrahydro-1,8-naphthyridin-4-yl)oxy]phenyl}-1-[5-(trifluoromethyl)-3-pyridinyl]-2,4-imidazolidinedione C(C)C1=C(C=CC(=C1)OC1=CC=NC=2NC(CCC12)=O)N1C(N(CC1=O)C=1C=NC=C(C1)C(F)(F)F)=O